N1C(CCCCCC1)=O 2-Azocanon